3-bromo-2-chloro-5-(ethyl-(tetrahydro-2H-pyran-4-yl)amino)-6-methylbenzoic acid methyl ester COC(C1=C(C(=CC(=C1C)N(C1CCOCC1)CC)Br)Cl)=O